N-(3-cyano-1-allyl-1H-indol-6-yl)-6-oxo-1,6-dihydropyrimidine-4-carboxamide C(#N)C1=CN(C2=CC(=CC=C12)NC(=O)C=1N=CNC(C1)=O)CC=C